2-cyano-N-(5-(4-methoxybenzyl)-1,3,4-thiadiazol-2-yl)acetamide C(#N)CC(=O)NC=1SC(=NN1)CC1=CC=C(C=C1)OC